C(#N)N=S(=O)(NC(NC1=C2CCCC2=CC=2C=CCC12)=O)\C=C\[C@@]1(N(CCC1)C)C (E)-N'-cyano-2-((R)-1,2-dimethylpyrrolidin-2-yl)-N-((1,2,3,5-tetrahydro-s-indacen-4-yl)carbamoyl)ethene-1-sulfonimidamide